N-(2,3-difluorophenyl)-4-(3,4-difluorophenyl)-2-oxo-pyrrolidine-3-carboxamide FC1=C(C=CC=C1F)NC(=O)C1C(NCC1C1=CC(=C(C=C1)F)F)=O